COC1=CC2=C(C=C1)N1C3=C2CCN[C@H]3CCC13CCC(CC3)=NNC3=CC=C(C=C3)C(F)(F)F (1S,3a'S,Z)-10'-methoxy-4-(2-(4-(trifluoromethyl)phenyl)hydrazono)-1',2',3',3a',4',5'-hexahydrospiro[cyclohexane-1,6'-indolo[3,2,1-de][1,5]naphthyridin]